CN1N=C2C(N=C(C=C2C)C=2N=C3N(C(C2)=O)C=C(C=C3)C=3CCNCC3)=C1 2-(2,7-dimethyl-2H-pyrazolo[4,3-b]pyridin-5-yl)-7-(1,2,3,6-tetrahydropyridin-4-yl)-4H-pyrido[1,2-a]pyrimidin-4-one